3-(4-fluoro-2-methylphenoxy)cyclobutyl 6-oxo-7-oxa-2,5-diazaspiro[3.4]octane-2-carboxylate O=C1NC2(CN(C2)C(=O)OC2CC(C2)OC2=C(C=C(C=C2)F)C)CO1